4-cyclohexyl-N-((7-(5-(difluoromethyl)-1,3,4-oxadiazol-2-yl)imidazo[1,2-a]pyridin-2-yl)methyl)-N-phenylpiperazine-1-carboxamide C1(CCCCC1)N1CCN(CC1)C(=O)N(C1=CC=CC=C1)CC=1N=C2N(C=CC(=C2)C=2OC(=NN2)C(F)F)C1